methylsulfonate tin [Sn+4].CS(=O)(=O)[O-].CS(=O)(=O)[O-].CS(=O)(=O)[O-].CS(=O)(=O)[O-]